1-octadecylanilinium [tetrakis(perfluorophenyl)borate] FC1=C(C(=C(C(=C1F)F)F)F)[B-](C1=C(C(=C(C(=C1F)F)F)F)F)(C1=C(C(=C(C(=C1F)F)F)F)F)C1=C(C(=C(C(=C1F)F)F)F)F.C(CCCCCCCCCCCCCCCCC)C1([NH3+])CC=CC=C1